[Na].[Fe].[Na] sodium-iron-sodium